BrC=1C(=NC=CC1)CNC(=O)C1CCN(CC1)C(=O)OC(C)(C)C tert-Butyl 4-(((3-bromopyridin-2-yl)methyl)carbamoyl)piperidine-1-carboxylate